N1(CCCCC1)C1CCN(CC1)C1=NC=C(C=C1NS(=O)(=O)C=1C=NC(=CC1)C)C1=CC=2C3=C(C=NC2C=C1)N(C(C31CC1)=O)C N-(2-([1,4'-bipiperidin]-1'-yl)-5-(3'-methyl-2'-oxo-2',3'-dihydrospiro[cyclopropane-1,1'-pyrrolo[2,3-c]quinolin]-8'-yl)pyridin-3-yl)-6-methylpyridine-3-sulfonamide